4-((2S,5R)-5-ethyl-2-methyl-4-((R)-1-(4-(trifluoromethoxy)phenyl)ethyl)piperazin-1-yl)-1-methyl-2-oxo-1,2-dihydropyrido[3,2-d]pyrimidine-6-carbonitrile C(C)[C@H]1N(C[C@@H](N(C1)C=1C2=C(N(C(N1)=O)C)C=CC(=N2)C#N)C)[C@H](C)C2=CC=C(C=C2)OC(F)(F)F